[2-(azidomethyl)-4-bromo-3-fluorophenyl](methyl)(oxo)-λ4-sulfane N(=[N+]=[N-])CC1=C(C=CC(=C1F)Br)S(=O)C